C(CC)(=O)N[C@H](CCC(=O)[O-])C(=O)[O-] propionyl-D-glutamate